FC(C(C(F)(F)F)(O)C1=CC=C(C=C1)C1(N(CC2=CC(=CC=C12)S(=O)(=O)C)C([C@@H](CC)O)=O)C(=O)N)(F)F [4-(1,1,1,3,3,3-Hexafluoro-2-hydroxypropan-2-yl)phenyl]-2-[(2R)-2-hydroxybutanoyl]-5-(methylsulfonyl)-2,3-dihydro-1H-isoindole-1-carboxamide